Cl.NC=1C=C(C=C(C1)C(F)(F)F)[C@@H](C)NC=1C2=C(N=C(N1)C)CCNC2 N-[(1R)-1-[3-amino-5-(trifluoromethyl)phenyl]ethyl]-2-methyl-5,6,7,8-tetrahydropyrido[4,3-d]pyrimidin-4-amine HCl salt